(R)-6-chloro-7-(2-(((3-chloropyridin-2-yl)oxy)methyl)pyrrolidin-1-yl)-1-(6-morpholino-pyridin-3-yl)-4-oxo-1,4-dihydroquinoline-3-carboxylic acid ClC=1C=C2C(C(=CN(C2=CC1N1[C@H](CCC1)COC1=NC=CC=C1Cl)C=1C=NC(=CC1)N1CCOCC1)C(=O)O)=O